N1(C=NC=C1)[C@H](COC)C1=NNC(=N1)C=1N(C2=C(C(=C(C=C2C1N1C=NC=C1)OC)Cl)F)C (S)-2-(3-(1-(1H-imidazol-1-yl)-2-methoxyethyl)-1H-1,2,4-triazol-5-yl)-6-chloro-7-fluoro-3-(1H-imidazol-1-yl)-5-methoxy-1-methyl-1H-indole